C(#N)C1=CN=CC(=N1)[C@H]1N(OC(C1)O)C(=O)OC(C)(C)C Tert-butyl (3S)-3-(6-cyanopyrazin-2-yl)-5-hydroxy-isoxazolidine-2-carboxylate